O(OOOCCCCCCCCCCC(=O)N)C(=O)N tetraoxatetradecane-1,14-dicarboxamide